2-(4,4-dimethylpentanamido)butanoic acid CC(CCC(=O)NC(C(=O)O)CC)(C)C